2-amino-N-[3-(3-chloro-2-fluorophenyl)-5-1H-pyrazolyl]-3-(4-fluorophenyl)propionamide NC(C(=O)NC1=CC(=NN1)C1=C(C(=CC=C1)Cl)F)CC1=CC=C(C=C1)F